tert-butyl (R)-(1-(2-amino-6-(3-(trifluoromethyl)-1H-pyrazol-5-yl)pyrimidin-4-yl)pyrrolidin-3-yl)(methyl)carbamate NC1=NC(=CC(=N1)N1C[C@@H](CC1)N(C(OC(C)(C)C)=O)C)C1=CC(=NN1)C(F)(F)F